ethyl 1-(3-chloro-6-(4,4,4-trifluorobutyl)pyrazin-2-yl)piperidine-4-carboxylate ClC=1C(=NC(=CN1)CCCC(F)(F)F)N1CCC(CC1)C(=O)OCC